FC1=C(C(=CC=C1)C)[C@H]1CC[C@H](CC1)C1=CC=2C(=NC(=CN2)C)N(C1=O)CC1=NC=CC=C1C(F)(F)F 7-(cis-4-(2-Fluoro-6-methylphenyl)cyclohexyl)-3-methyl-5-((3-(trifluoromethyl)pyridin-2-yl)methyl)pyrido[2,3-b]pyrazin-6(5H)-one